3-(sec-butyl)-4-(1-methyl-1H-pyrazole-4-carbonyl)-1,3,4,5-tetrahydro-2H-benzo[1,4]diazepin-2-one C(C)(CC)C1C(NC2=C(CN1C(=O)C=1C=NN(C1)C)C=CC=C2)=O